1-(2-hydroxy-5-nitrophenyl)propan-1-one OC1=C(C=C(C=C1)[N+](=O)[O-])C(CC)=O